N1C(CCCC1)C1=C(C=C(C(=O)OC)C=C1)N1CCCC1 methyl 4-(piperidin-2-yl)-3-(pyrrolidin-1-yl)benzoate